((4-methoxybenzyl)amino)pyrrolidine-1-carboxylic acid tert-butyl ester C(C)(C)(C)OC(=O)N1C(CCC1)NCC1=CC=C(C=C1)OC